6-[4-(4-fluorophenyl)sulfonyl-2-(trifluoromethyl)piperazin-1-yl]-4-(3-methylmorpholine-4-yl)-1H-pyridin-2-one FC1=CC=C(C=C1)S(=O)(=O)N1CC(N(CC1)C1=CC(=CC(N1)=O)N1C(COCC1)C)C(F)(F)F